N-(4-fluorophenyl)-2-(3-((6-fluoroquinazolin-4-yl)amino)bicyclo[1.1.1]pentan-1-yl)propanamide FC1=CC=C(C=C1)NC(C(C)C12CC(C1)(C2)NC2=NC=NC1=CC=C(C=C21)F)=O